C1(CC1)N1CC=CC=C1 1-cyclopropylpyridin